N-((2S,3R)-3-hydroxy-1-(hydroxyamino)-1-oxobutan-2-yl)-4-((4-propylphenyl)ethynyl)benzamide O[C@@H]([C@@H](C(=O)NO)NC(C1=CC=C(C=C1)C#CC1=CC=C(C=C1)CCC)=O)C